6,7-dibromo-4-chlorofuro[3,2-C]pyridine BrC1=C(C2=C(C(=N1)Cl)C=CO2)Br